2-[2,3-difluoro-4-(1H-pyrazol-4-yl)phenyl]-5-[(2,2,6,6-tetramethylpiperidin-4-yl)oxy]pyrazin FC1=C(C=CC(=C1F)C=1C=NNC1)C1=NC=C(N=C1)OC1CC(NC(C1)(C)C)(C)C